C1(=CC(=CC=C1)N1CCNCC1)C 1-(m-tolyl)piperazine